4-chloro-5-(1H-indol-2-yl)-1H-pyrrolo[2,3-b]pyridine ClC1=C2C(=NC=C1C=1NC3=CC=CC=C3C1)NC=C2